methyl-N-(n-butyl)-amine CNCCCC